C(CCSSCCCS(=O)(=O)O)S(=O)(=O)O 3,3'-dithiobis(1-propanesulfonic acid)